ClC1=C(C(=O)N(CC=2OC=CC2)CC2=C(C=CC(=C2)N2CCCCC2)N(S(=O)(=O)C=2C=CC3=C(C(=C(O3)C(=O)O)C)C2)CC)C=CC=C1 5-(N-(2-((2-chloro-N-(furan-2-ylmethyl)benzoylamino)methyl)-4-(piperidin-1-yl)phenyl)-N-ethylsulfamoyl)-3-methylbenzofuran-2-carboxylic acid